(1R,4R)-5-(piperidin-4-ylmethyl)-2,5-diazabicyclo[2.2.1]heptane-2-carboxylic acid tert-butyl ester C(C)(C)(C)OC(=O)N1[C@H]2CN([C@@H](C1)C2)CC2CCNCC2